2-((2-ethylhexyloxy)ethyl)phenol C(C)C(COCCC1=C(C=CC=C1)O)CCCC